C(CCCCCCCC)(=O)C([C@H](O)[C@](O)(COC(CCCCCCCC)=O)C(CCCCCCCC)=O)O 1,3,4-O-trisnonoyl-erythritol